C[C@@]12CC[C@@]3(C(=C1CC(CC2)(C)C)CC[C@H]4[C@]3(CC[C@@H]5[C@@]4(CC[C@@H](C5(C)C)O)C)C)C The molecule is a pentacyclic triterpenoid that is oleanane which has a double bond between positions 13 and 18, and in which the hydrogen at the 3beta position is replaced by a hydroxy group. It is a pentacyclic triterpenoid and a secondary alcohol. It derives from a hydride of an oleanane.